NC=1C=C2C(=CC(N(C2=CC1)C)=O)NCCF 6-amino-4-((2-fluoroethyl)amino)-1-methylquinolin-2(1H)-one